N-(cyclopropylmethyl)-4-(8,9,10,11-tetrahydro-3H-naphtho[1,2-e]indazol-7-yl)benzamide C1(CC1)CNC(C1=CC=C(C=C1)C1=CC2=C(C=3C=NNC3C=C2)C=2CCCCC12)=O